5-chloro-4-(5,5-dimethyl-5,6-dihydro-4H-pyrrolo[1,2-b]pyrazol-3-yl)pyridin-2-amine ClC=1C(=CC(=NC1)N)C1=C2N(N=C1)CC(C2)(C)C